BrC=1C=CC=2N(C1)C(NN2)=O 6-bromo-[1,2,4]triazolo[4,3-a]pyridin-3(2H)-one